2-(3-(4,5-bis(((5-ethylnonyl)oxy)methyl)-1,3-dioxolan-2-yl)propyl)-1-methyl-pyrrolidine C(C)C(CCCCOCC1OC(OC1COCCCCC(CCCC)CC)CCCC1N(CCC1)C)CCCC